CCCCCCCCCCCCCCCCCCCCC(=O)OC[C@H](COP(=O)(O)OC[C@H](CO)O)OC(=O)CCCCCCC/C=C\CCCCCCC 1-heneicosanoyl-2-(9Z-heptadecenoyl)-glycero-3-phospho-(1'-sn-glycerol)